Cl.ClC1=C(C(=O)N(C)C)C=CC(=C1)C=1SC(=NN1)C=1CCNCC1 2-chloro-N,N-dimethyl-4-(5-(1,2,3,6-tetrahydropyridin-4-yl)-1,3,4-thiadiazol-2-yl)benzamide hydrochloride